[Br-].[NH+]1=C(C=CC=C1)C N-picolinium bromide